CC(CN1C(N(C(C1([N+](=O)[O-])[2H])([2H])[2H])[2H])(C)[2H])(O)[2H] α,2-Dimethyl-5-nitro-1H-imidazole-1-ethanol-d6